tert-butyl (5S)-2-(8'-fluoro-2'-oxo-1',4'-dihydro-2'H-spiro[cyclopropane-1,3'-quinolin]-6'-yl)-5-methylpiperidine-1-carboxylate FC=1C=C(C=C2CC3(C(NC12)=O)CC3)C3N(C[C@H](CC3)C)C(=O)OC(C)(C)C